(6-methylpyridin-3-yl)boric acid CC1=CC=C(C=N1)OB(O)O